C[C@H]1CN(CCN1C(C(C)C)=O)C(=O)C=1C=C(CN2C(NC(C3=CC=CC=C23)=O)=O)C=CC1F (S)-1-(3-(3-methyl-4-(isobutyryl)piperazine-1-carbonyl)-4-fluorobenzyl)quinazoline-2,4(1H,3H)-dione